FC1=C(C=CC=C1F)[C@@H]1CC=2C(=NC=CC2)[C@@H](CC1)O[Si](C(C)C)(C(C)C)C(C)C (6S,9R)-6-(2,3-difluorophenyl)-6,7,8,9-tetrahydro-9-(triisopropylsiloxy)-5H-cyclohepta[b]pyridine